pentylenediamine carbonate C(O)(O)=O.C(CCCCN)N